The molecule is an organic phosphate that is diethyl hydrogen phosphate in which the hydrogen of the hydroxy group has been replaced by a 6-methyl-2-(propan-2-yl)pyrimidin-4-yl group. It is a metabolite of the pesticide diazinon. It has a role as a marine xenobiotic metabolite. It is an organic phosphate and a member of pyrimidines. CCOP(=O)(OCC)OC1=NC(=NC(=C1)C)C(C)C